C1CCC(CC1)(C2=CC3=CC=CC=C3S2)N4CCCCC4 The molecule is a tertiary amino compound that consists of cyclohexane having piperidin-1-yl and benzothiophen-2-yl groups attached at position 1. A potent dopamine re-uptake inhibitor with a behavioral profile different from that of phencyclidine (PCP) and similar to that of cocaine. It has a role as a dopamine uptake inhibitor. It is a member of 1-benzothiophenes, a member of piperidines and a tertiary amino compound. It is a conjugate base of a 1-[1-(1-benzothiophen-2-yl)cyclohexyl]piperidinium(1+).